FC=1C(=C(C=CC1)NC1=C2C(=NC(=C1)NC1=NC=CC(=C1)C)NN(C2=O)C)OC 4-((3-fluoro-2-methoxyphenyl)amino)-2-methyl-6-((4-methylpyridin-2-yl)amino)-1,2-dihydro-3H-pyrazolo[3,4-b]pyridin-3-one